3-(4-fluoro-2-isopropoxy-phenyl)-2-methoxy-6-(1-methylpyrazol-4-yl)pyridine FC1=CC(=C(C=C1)C=1C(=NC(=CC1)C=1C=NN(C1)C)OC)OC(C)C